2-amino-3-(4-(azidomethyl)pyridin-2-yl)propanoic acid NC(C(=O)O)CC1=NC=CC(=C1)CN=[N+]=[N-]